bisphenol-A phosphate P(=O)(O)(O)O.OC1=CC=C(C=C1)C(C)(C)C1=CC=C(C=C1)O